methyl 4-(5-(3,5-dimethylisoxazol-4-yl)-1-(phenylsulfonyl)-1H-pyrrolo[2,3-b]pyridin-3-yl)picolinate CC1=NOC(=C1C=1C=C2C(=NC1)N(C=C2C2=CC(=NC=C2)C(=O)OC)S(=O)(=O)C2=CC=CC=C2)C